N1CCC(CC1)N1CC(C1)OC=1C=C(C=CC1)S(=O)(=O)N1CCC(CC1)NC(OC(C)(C)C)=O tert-butyl (1-((3-((1-(piperidin-4-yl)azetidin-3-yl)oxy)phenyl)sulfonyl)-piperidin-4-yl)carbamate